N1C(=CC2=CC=CC=C12)CC(N1CCCC1)=O 1-(indol-2-yl)-2-oxo-2-(pyrrolidin-1-yl)ethane